ClC1=CC=C(C=C1)NC(=O)C1=NN=C(S1)NC(=O)C=1C=NC(=CC1C1=C(C(=NC=C1OC)C)F)C N-{5-[(4-chlorophenyl)carbamoyl]-1,3,4-thiadiazol-2-yl}-3'-fluoro-5'-methoxy-2',6-dimethyl-[4,4'-bipyridine]-3-carboxamide